1-((1-methyl-1H-pyrazol-5-yl)methyl)-3-(4-(4-morpholinyl-6-(5-(morpholinylmethyl)thiophen-2-yl)-1,3,5-triazin-2-yl)phenyl)urea CN1N=CC=C1CNC(=O)NC1=CC=C(C=C1)C1=NC(=NC(=N1)N1CCOCC1)C=1SC(=CC1)CN1CCOCC1